CN1N=C(C=C1)C1=CC=CC(=N1)C(=O)N 6-(1-methyl-1H-pyrazol-3-yl)picolinamide